ClCC(=O)NCC=1N=C2C=CC=CC2=C2C=CC=CC12 2-chloro-N-(phenanthridin-6-ylmethyl)acetamide